tert-butyl 4-((2-carbamoylphenyl)carbamoyl)-2-azabicyclo[2.1.1]hexane-2-carboxylate C(N)(=O)C1=C(C=CC=C1)NC(=O)C12CN(C(C1)C2)C(=O)OC(C)(C)C